C1(=CC=CC=2CCCCC12)OCCCC1=C(NC2=CC=CC=C12)C(=O)[O-] 3-(3-((5,6,7,8-tetrahydronaphthalen-1-yl)oxy)propyl)-1H-indole-2-carboxylate